(3R)-1-[3-acetyl-6-[6-[(6-methylpyridazin-3-yl)amino]benzimidazol-1-yl]-2-pyridyl]pyrrolidine-3-carbonitrile C(C)(=O)C=1C(=NC(=CC1)N1C=NC2=C1C=C(C=C2)NC=2N=NC(=CC2)C)N2C[C@@H](CC2)C#N